(1R,2S,6R)-2-(4-(2-cyanopyrimidin-5-yl)phenyl)-6-((2-fluoro-4-(trifluoromethyl)phenyl)carbamoyl)cyclohexane-1-carboxylic acid C(#N)C1=NC=C(C=N1)C1=CC=C(C=C1)[C@@H]1[C@H]([C@@H](CCC1)C(NC1=C(C=C(C=C1)C(F)(F)F)F)=O)C(=O)O